4-bromo-5-[3-(2-hydroxypropan-2-yl)phenyl]-1-methylpyridin-2-one BrC1=CC(N(C=C1C1=CC(=CC=C1)C(C)(C)O)C)=O